ClC1=C(C=CC(=C1)[N+](=O)[O-])NC(C=C)=O N-(2-chloro-4-nitrophenyl)acrylamide